(3-Benzofuran-3-yl-1-methanesulfonylmethyl-1H-pyrazolo[4,3-c]pyridine-6-yl)-1,4-oxazepan-4-yl-methanone O1C=C(C2=C1C=CC=C2)C2=NN(C1=C2C=NC(=C1)C(=O)N1CCOCCC1)CS(=O)(=O)C